[N+](=O)([O-])C1=C(C=CC=C1)C(C)(C)C o-nitrot-butylbenzene